4-(2-(2-chlorophenyl)-3-methyl-7-oxo-4,7-dihydropyrazolo[1,5-a]pyrimidin-5-yl)benzoic acid ClC1=C(C=CC=C1)C1=NN2C(NC(=CC2=O)C2=CC=C(C(=O)O)C=C2)=C1C